C(C)(C)(C)OC(=O)N[C@H](CC/C=C/C(=O)OCC)C(=O)OC(C)(C)C (R,E)-7-tert-butyl 1-ethyl 6-((tert-butoxycarbonyl)amino)hept-2-enedioate